ClC=1N=C(C=2NC=3C=C(C=C(C3C2N1)F)F)N1C(CC(CC1)C)CP(OCC)(OCC)=O diethyl (1-(2-chloro-7,9-difluoro-5H-pyrimido[5,4-b]indol-4-yl)-4-methylpiperidinylmethyl)phosphonate